BrC1=C(C=CC2=C1C(C(O2)(C2=CC=CC=C2)CN)C)Cl (4-bromo-5-chloro-3-methyl-2-phenyl-2,3-dihydrobenzofuran-2-yl)methylamine